2,6-bis(dimethyl-2-oxazolin-2-yl)pyridine CC1(N=C(OC1)C1=NC(=CC=C1)C=1OCC(N1)(C)C)C